ClC=1C=C2C3=C(N(C2=C(C1)C=1C=NC(=NC1)N(C)C)CC1CC1)C(=NC=C3)C [5-(6-Chloro-9-cyclopropylmethyl-1-methyl-9H-pyrido[3,4-b]indol-8-yl)-pyrimidin-2-yl]-dimethyl-amine